C1(=CC=CC=C1)C=1C=CC=2N(C3=CC=CC(=C3C2C1)C1=CC(=CC=C1)C1=NC(=NC(=N1)C1=CC=CC=C1)C=1C=C(C=CC1)C1=CC(=CC(=C1)C1=CC=CC=C1)C1=CC=CC=C1)C1=CC=CC=C1 3,9-diphenyl-5-(3-(4-phenyl-6-(5'-phenyl-[1,1':3',1''-terphenyl]-3-yl)-1,3,5-triazin-2-yl)phenyl)-9H-carbazole